tert-Butyl 4-(3,5-difluorophenyl)piperazine-1-carboxylate FC=1C=C(C=C(C1)F)N1CCN(CC1)C(=O)OC(C)(C)C